tert-butyl (4-(2-butyl-7-methyl-1H-imidazo[4,5-d]thieno[3,2-b]pyridine-1-yl)butyl)carbamate C(CCC)C1=NC=2C(=C3C(=NC2)C=C(S3)C)N1CCCCNC(OC(C)(C)C)=O